C(C)(C)(C)OC(=O)N1CC2=C(CCC1)C=C(C=C2Br)Cl 9-bromo-7-chloro-1,3,4,5-tetrahydro-2-benzazepine-2-carboxylic acid tert-butyl ester